CC1=CC=C(C=C1)CN1C(CCC1=O)CC(=O)OCCSC1=CC=C(C=C1)Cl 2-[(4-chlorophenyl)thio]ethyl 2-[1-[(4-methylphenyl)methyl]-5-oxopyrrolidin-2-yl]acetate